2-(anilinomethyl)pyrrolidine N(C1=CC=CC=C1)CC1NCCC1